6-(2,2,2-trifluoroethoxy)picolinamide FC(COC1=CC=CC(=N1)C(=O)N)(F)F